(trans)-3-{[2-(2,6-dioxopiperidin-3-yl)-1,3-dioxo-2,3-dihydro-1H-isoindol-5-yl]amino}cyclobutane-1-carboxylic acid O=C1NC(CCC1N1C(C2=CC=C(C=C2C1=O)N[C@@H]1C[C@H](C1)C(=O)O)=O)=O